1-[(4-Ethenylphenyl)methyl]-pyrrolidine C(=C)C1=CC=C(C=C1)CN1CCCC1